BrC1=C(C=NC(=C1)C)C(=O)NC=1SC=2C(=NC=C(N2)C2=CC=C(C=C2)C#N)N1 4-bromo-N-(6-(4-cyanophenyl)thiazolo[4,5-b]pyrazin-2-yl)-6-methylpyridine-3-carboxamide